(3-{2-[(R)-phenyl((3R)-1H,2H,3H,4H-pyrido[2,3-b]pyrazin-3-yl)methoxy]ethyl}phenyl)acetic acid C1(=CC=CC=C1)[C@@H](OCCC=1C=C(C=CC1)CC(=O)O)[C@H]1CNC2=C(N1)N=CC=C2